C(C)N([C@@H](CCCCNC(=O)OCC)C(=O)O)C(=O)OCC ethyl-N,N'-bis(ethoxycarbonyl)lysine